C1(CC1)N1C=NC=C1 1-cyclopropyl-1H-imidazol